(2R,3S,4S,5R)-3-(3,4-difluoro-2-methoxyphenyl)-N-(6-((R)-1-hydroxyethyl)pyridin-3-yl)-4,5-dimethyl-5-(trifluoromethyl)tetrahydrofuran-2-carboxamide FC=1C(=C(C=CC1F)[C@H]1[C@@H](O[C@]([C@H]1C)(C(F)(F)F)C)C(=O)NC=1C=NC(=CC1)[C@@H](C)O)OC